methyltridecyl methacrylate C(C(=C)C)(=O)OC(CCCCCCCCCCCC)C